3,5-dimethylphenyl-thiourea CC=1C=C(C=C(C1)C)NC(=S)N